(3-(2-methyl-3-(4,4,5,5-tetramethyl-1,3,2-dioxaborolan-2-yl)phenoxy)propyl)morpholine CC1=C(OCCCN2CCOCC2)C=CC=C1B1OC(C(O1)(C)C)(C)C